methyl-3,6-anhydrogalactose CC(=O)[C@H](O)[C@@H]1[C@@H](O)[C@H](O)CO1